ClC=1C(N(C(=CC1OC([2H])([2H])C1=NC=C(C=C1F)F)C)C1=C(C(=NC=C1C)C1=NC(=NC=C1)C(C([2H])([2H])[2H])(C([2H])([2H])[2H])O)F)=O rel-3-chloro-4-((3,5-difluoropyridin-2-yl)methoxy-d2)-3'-fluoro-2'-(2-(2-hydroxypropan-2-yl-1,1,1,3,3,3-d6)pyrimidin-4-yl)-5',6-dimethyl-2H-[1,4'-bipyridin]-2-one